4-chloro-N-((6-methoxy-1-methyl-1H-benzimidazol-7-yl)-methyl)-3-methyl-benzamide ClC1=C(C=C(C(=O)NCC2=C(C=CC3=C2N(C=N3)C)OC)C=C1)C